Benzyl ((1S)-1-(4,4-difluorocyclohexyl)-2-((4-((1R)-1-(3-(1,1-dimethoxypropan-2-yl)ureido)ethyl)pyridin-2-yl)amino)-2-oxoethyl)carbamate FC1(CCC(CC1)[C@@H](C(=O)NC1=NC=CC(=C1)[C@@H](C)NC(=O)NC(C(OC)OC)C)NC(OCC1=CC=CC=C1)=O)F